N1C=NC2=C1C=CC(=C2)C(=O)NC=2C=C(C=C(C2)C(F)(F)F)NC(=O)[N-]C2=C[N+](=NO2)CC2=NC=CC=C2 ((3-(1H-Benzo[d]imidazole-5-carboxamido)-5-(trifluoromethyl)phenyl)carbamoyl)(3-(pyridin-2-ylmethyl)-1,2,3-oxadiazol-3-ium-5-yl)amide